FCC(COC1=CC2=C(N=C(S2)\C=C\C=C\C=2C=NC(=CC2)NC)C=C1)O 1-fluoro-3-(2-((1E,3E)-4-(6-(methylamino)pyridine-3-yl)buta-1,3-dienyl)benz[d]thiazole-6-yloxy)propan-2-ol